3,3-difluoro-4-[4-[3-methyl-2-oxo-1-(2-trimethylsilylethoxymethyl)benzimidazol-4-yl]piperazin-1-yl]piperidine-1-carboxylic acid tert-butyl ester C(C)(C)(C)OC(=O)N1CC(C(CC1)N1CCN(CC1)C1=CC=CC=2N(C(N(C21)C)=O)COCC[Si](C)(C)C)(F)F